2,6-dimethylbromobenzene CC1=C(C(=CC=C1)C)Br